2,5-dihydroxybenzenesulfonic acid nickel [Ni].OC1=C(C=C(C=C1)O)S(=O)(=O)O